4-Bromo-1-ethyl-5-(trifluoromethyl)-1H-pyrazol-3-amine BrC=1C(=NN(C1C(F)(F)F)CC)N